CN(C=1C=C2C(=CN(C(C2=CN1)=O)C)C1=CC(=C(CN2CCC(CC2)C2=CC=C3CN(C(C3=C2)=O)C2C(N(C(CC2)=O)C(=O)O)=O)C(=C1)OC)OC)C 3-(6-(1-(4-(6-(dimethylamino)-2-methyl-1-oxo-1,2-dihydro-2,7-naphthyridin-4-yl)-2,6-dimethoxybenzyl)piperidin-4-yl)-1-oxoisoindolin-2-yl)piperidine-2,6-dionecarboxylic acid